tert-butyl (2-amino-4-cyclopropylphenyl)carbamate NC1=C(C=CC(=C1)C1CC1)NC(OC(C)(C)C)=O